1,3,5-trimethyl-N-(1,1,3-trimethylindan-4-yl)pyrazole-4-carboxamide CN1N=C(C(=C1C)C(=O)NC1=C2C(CC(C2=CC=C1)(C)C)C)C